O1C(COCC1)C1CCN(CC1)C1=C(N)C=CC=C1 2-[4-(1,4-dioxane-2-yl)piperidin-1-yl]Aniline